C1(CC1)NC(C(C(CC1=CC=CC=C1)NC([C@H](C(C)C)NC(OC(C)(C)C)=O)=O)O)=O tert-butyl ((2S)-1-((4-(cyclopropylamino)-3-hydroxy-4-oxo-1-phenylbutan-2-yl)amino)-3-methyl-1-oxobutan-2-yl)carbamate